(4-((5-bromo-2-chloropyrimidin-4-yl)amino)-[1,1'-biphenyl]-3-yl)dimethyl-Phosphine oxide BrC=1C(=NC(=NC1)Cl)NC1=C(C=C(C=C1)C1=CC=CC=C1)P(C)(C)=O